ClC1=NC(=C2N=CN(C2=N1)[C@H]1[C@@H]([C@@H]([C@H](O1)CN(C(CP(=O)(O)O)=O)CC(=O)O)O)O)NC1CCCC1 2-(N-{[(2R,3S,4R,5R)-5-[2-chloro-6-(cyclopentylamino)-9H-purin-9-yl]-3,4-dihydroxyoxolan-2-yl]methyl}-2-phosphonoacetamido)acetic acid